N1(CCC1)C=1C=NC2=CC=C(C(=C2N1)Cl)C1=NNC2=NC(=C(N=C21)C)N2CCC1([C@@H]([C@@H](OC1)C)N)CC2 (3S,4S)-8-{3-[3-(azetidin-1-yl)-5-chloroquinoxalin-6-yl]-5-methyl-1H-pyrazolo[3,4-b]pyrazin-6-yl}-3-methyl-2-oxa-8-azaspiro[4.5]decan-4-amine